C(C)(C)(C)OC(=O)NCCOC=1C=CC2=C(C=C(O2)C(=O)OC)C1 Methyl 5-{2-[(tert-Butoxycarbonyl) amino] ethoxy}-1-benzofuran-2-carboxylate